(±)-N-(3,4-dichlorophenyl)-3-fluoro-6,7,8,9-tetrahydro-5H-5,8-epiminocyclohepta[c]pyridine ClC=1C=C(C=CC1Cl)N1CC2=C(C=C1F)C1CCC(C2)N1